3-METHYL-2-HEXENOIC ACID CC(=CC(=O)O)CCC